C(C)(C)(C)C1=NC(=NO1)C(=O)NCC1=C(C=C(C=C1)C1=NC=NN2C1=CC(=C2)N2CC(OCC2)(C)C)C 5-(tert-butyl)-N-(4-(6-(2,2-dimethylmorpholino)pyrrolo[2,1-f][1,2,4]triazin-4-yl)-2-methylbenzyl)-1,2,4-oxadiazole-3-carboxamide